BrC1=C(C=C(C(=C1)S(N(C1=NC=NS1)CC1=C(C=C(C=C1)OC)OC)(=O)=O)F)NC[C@@H]([C@@H](C)NC(OC(C)(C)C)=O)CC1=C(C=CC=C1)CNC(=O)OC(C)(C)C tert-butyl [(2R,3S)-4-({2-bromo-4-[(2,4-dimethoxybenzyl)(1,2,4-thiadiazol-5-yl)sulfamoyl]-5-fluorophenyl}amino)-3-(2-{[(tert-butoxycarbonyl)amino]methyl}benzyl)butan-2-yl]carbamate